3-(5-(1-cyclopentylpiperidin-4-yloxy)pyridin-2-yl)-N-(3-methylpyridin-2-yl)-1,2,4-thiadiazol-5-amine C1(CCCC1)N1CCC(CC1)OC=1C=CC(=NC1)C1=NSC(=N1)NC1=NC=CC=C1C